NCC(O)C1=CC(=CC=C1)Br 2-amino-1-(3-bromophenyl)ethanol